3,5-dimethyl-2-(trans-3-phenyl-2-propen-1-yl)-p-benzoquinone CC1=C(C(C=C(C1=O)C)=O)C\C=C\C1=CC=CC=C1